(6S,E)-Methyl 7-(1-(2-(bicyclo[3.2.1]octan-8-ylamino)-2-oxoethyl)-2-oxo-1,2-dihydropyridin-3-ylamino)-6-(3,5-dimethylisoxazol-4-carboxamido)-7-oxohept-2-enoat C12CCCC(CC1)C2NC(CN2C(C(=CC=C2)NC([C@H](CC/C=C/C(=O)OC)NC(=O)C=2C(=NOC2C)C)=O)=O)=O